C(#C)C=1SC=C(N1)NC(=O)N[C@@H](C(N1CCC2(CCCC2)CC1)=O)CO (R)-1-(2-ethynylthiazol-4-yl)-3-(3-hydroxy-1-oxo-1-(8-azaspiro[4.5]dec-8-yl)propan-2-yl)urea